O=C1NCC(C1)C1=C(C(=CC(=C1)F)F)F 2-oxo-4-(2,3,5-trifluorophenyl)pyrrolidin